FC([C@](C(=O)OCC1=CC=CC=C1)(C)OCCOCCOC)(F)F benzyl (R)-3,3,3-trifluoro-2-(2-(2-methoxyethoxy)ethoxy)-2-methylpropanoate